C(C)(C)(C)NCC1=CC=C(C=C1)C1=CC(=CC=C1)S(=O)(=O)N1CCC2(C[C@H](CO2)NC[C@@H](COC2=CC(=CC=C2)S(=O)(=O)C2(CC2)CO)O)CC1 (S)-1-((R)-8-(4'-((tert-butylamino)methyl)biphenyl-3-ylsulfonyl)-1-oxa-8-azaspiro[4.5]decan-3-ylamino)-3-(3-(1-(hydroxymethyl)cyclopropylsulfonyl)phenoxy)propan-2-ol